4,4-didecyl-4H-cyclopenta[2,1-b:3,4-b']dithiophene C(CCCCCCCCC)C1(C2=C(SC=C2)C=2SC=CC21)CCCCCCCCCC